dimethyl-dicyanomethane CC(C#N)(C#N)C